5-isopropyl-3-(4-nitrobenzyl)-1-oxa-5-azaspiro[5.5]undec-7,10-diene-4,9-dione C(C)(C)N1C(C(COC12C=CC(C=C2)=O)CC2=CC=C(C=C2)[N+](=O)[O-])=O